2-methylbutyl 9,9-diethoxy-7-nonynoate C(C)OC(C#CCCCCCC(=O)OCC(CC)C)OCC